BrC1=CC(=C(O[C@H](C(=O)O)CF)C=C1F)C(CC)(F)F (R)-2-(4-bromo-2-(1,1-difluoropropyl)-5-fluorophenoxy)-3-fluoropropionic acid